C(C)(C)C1=C(C=CC(=O)OCC)C=CC(=C1)C(C)C ethyl 2,4-diisopropylcinnamate